(4R,5R)-1-(7,8-dihydrobenzofuro[4,5-d]thiazol-2-yl)-4-((S)-1-hydroxyethyl)-5-(prop-1-yn-1-yl)imidazolidin-2-one N1=C(SC2=C1C=1CCOC1C=C2)N2C(N[C@H]([C@H]2C#CC)[C@H](C)O)=O